CS(=O)(=O)C1=CC(=C(C=C1)NCC#CC=1N(C2=CC=CC(=C2C1)NC1CCC(CC1)N1C[C@@H]([C@H](C1)O)O)CC(F)(F)F)OC (3S,4S)-1-[(1s,4s)-4-[(2-{3-{(4-methanesulfonyl-2-methoxyphenyl)amino}prop-1-yn-1-yl}-1-(2,2,2-trifluoroethyl)-1H-indol-4-yl)amino]cyclohexyl]pyrrolidine-3,4-diol